C(C)(C)(C)OC(=O)N1C2CC(C(C1)C2)C=O 5-formyl-2-azabicyclo[2.2.1]heptane-2-carboxylic acid tert-butyl ester